6-methoxy-N-(pyridin-3-ylmethyl)-2-(pyrrolidin-1-yl)-7-(3-(pyrrolidin-1-yl)prop-1-yn-1-yl)quinazolin-4-amine COC=1C=C2C(=NC(=NC2=CC1C#CCN1CCCC1)N1CCCC1)NCC=1C=NC=CC1